COC=1N=C2C(=CC=NC2=CC1OC)OC1=CC=C(C=C1)NC(=O)C=1C(C(=C(N2C1COCC2)C)C2=CSC=C2)=O N-[4-[(6,7-dimethoxy-1,5-naphthyridin-4-yl)oxy]phenyl]-6-methyl-8-oxo-7-thiophen-3-yl-3,4-dihydro-1H-pyrido[2,1-c][1,4]oxazine-9-carboxamide